The molecule is an organophosphate oxoanion obtained by deprotonation of the phosphate OH groups of prenyl phosphate; major species at pH 7.3. It is a conjugate base of a prenyl phosphate. CC(=CCOP(=O)([O-])[O-])C